3-((2,2-difluorohexyl)oxy)-4-(1-methyl-1,2,5,6-tetrahydropyridin-3-yl)-1,2,5-thiadiazole FC(COC1=NSN=C1C=1CN(CCC1)C)(CCCC)F